O1C=NC2=C1C=C(C=C2)C=O BENZO[D]OXAZOLE-6-CARBALDEHYDE